(3Z,6Z)-10-((tetrahydro-2H-pyran-2-yl)oxy)deca-3,6-dien O1C(CCCC1)OCCC\C=C/C\C=C/CC